CCC1C(O1)(O)O epoxybutanediol